O=C1CCCN1 (2S)-5-oxopyrrolidin